IC1=NNC2=C(C=C(C=C12)C)C 3-iodo-5,7-dimethyl-1H-indazole